C(CCCCCCC\C=C/CCCCCCCC)(=O)C(C(C(O)C(CCCCCCC\C=C/CCCCCCCC)=O)O)O dioleoyl-glycerol